3-(4-fluorophenyl)aniline FC1=CC=C(C=C1)C=1C=C(N)C=CC1